OC(CC(=O)O)CCCCCCCCCO 3,12-dihydroxydodecanoic acid